3-(3-methyl-2-oxo-4-(1'-(piperidin-4-ylmethyl)-[4,4'-bipiperidin]-1-yl)-2,3-dihydro-1H-benzo[d]imidazol-1-yl)piperidine-2,6-dione trifluoroacetate FC(C(=O)O)(F)F.CN1C(N(C2=C1C(=CC=C2)N2CCC(CC2)C2CCN(CC2)CC2CCNCC2)C2C(NC(CC2)=O)=O)=O